OC1=C(N=C(C2=CC(=CC=C12)OC1=CC=CC=C1)CN1CCOCC1)C(=O)NCC(=O)O (4-hydroxy-1-(morpholinomethyl)-7-phenoxyisoquinoline-3-carbonyl)glycine